6-Chloro-N-(3-methoxy-5-((tetrahydro-2H-pyran-4-yl)oxy)phenyl)quinolin-4-amine ClC=1C=C2C(=CC=NC2=CC1)NC1=CC(=CC(=C1)OC1CCOCC1)OC